C(C)(C)(C)C(C(=O)O)C[C@@H](C(=O)N)NC(=O)OCC1=CC=CC=C1 tert-butyl-(4S)-5-amino-4-(benzyloxycarbonylamino)-5-oxo-pentanoic acid